FC=1C=C(CSN2C(C=CC=C2)=O)C=CC1 N-(3-fluorobenzyl)thiopyridone